BrC1=CC(=C(C=C1)NC(=O)C1(CCC(CC1)(C(=O)O)C)C1=C(C=CC=C1)C(C)C)OC(F)F (1r,4r)-4-((4-bromo-2-(difluoromethoxy)phenyl)carbamoyl)-4-(2-isopropylphenyl)-1-methylcyclohexane-1-carboxylic acid